C(C)(C)(C)NC(=O)C=1C=CC2=C(N(C(=N2)C2=C(C(=C(C(=C2)OC)O)O)F)C2(COC2)C)C1 N-tert-butyl-2-(2-fluoro-3,4-dihydroxy-5-methoxyphenyl)-1-(3-methyloxetan-3-yl)-1H-1,3-benzodiazole-6-carboxamide